FC1(CC(C1)(C)CN1N=C(C(=C1C(=O)NC1=CC(=NC=C1)C(=O)N)C)C(C)(F)F)F 4-(1-((3,3-difluoro-1-methylcyclobutyl)methyl)-3-(1,1-difluoroethyl)-4-methyl-1H-pyrazole-5-carboxamido)picolinamide